OC1=CC=C(C=C1)CCC(=O)N 3-(4-hydroxyphenyl)propanamide